1-((2S,5S)-2,3-dihydro-2,5-methanobenzo[f][1,4]oxazepin-4(5H)-yl)-2,2-dimethyl-3-(trifluoromethoxy)propan-1-one O1[C@@H]2CN([C@H](C3=C1C=CC=C3)C2)C(C(COC(F)(F)F)(C)C)=O